5-(3-(((S)-1-(1H-tetrazol-1-yl)propan-2-yl)oxy)-4-chlorophenyl)-N-(3-(2-(ethylsulfonyl)ethoxy)-1-((1r,4r)-4-morpholinocyclohexyl)-1H-pyrazol-4-yl)pyrimidin-2-amine N1(N=NN=C1)C[C@H](C)OC=1C=C(C=CC1Cl)C=1C=NC(=NC1)NC=1C(=NN(C1)C1CCC(CC1)N1CCOCC1)OCCS(=O)(=O)CC